5-(bromomethyl)thiazole BrCC1=CN=CS1